CC12[C@H](C[C@H](CC1)C2(C)C)OC(C)=O (2S,4S)-acetic acid 1,7,7-trimethylbicyclo[2.2.1]-hept-2-yl ester